C12N(CC(NC1)C2)C2=CC=C1C(=NN(C1=C2)C)N2C(NC(CC2)=O)=O (6-(2,5-diazabicyclo[2.2.1]heptan-2-yl)-1-methyl-1H-indazol-3-yl)dihydropyrimidine-2,4(1H,3H)-dione